COC1=CC=C(C=C1)NC1=CC=C2C(=N1)NN=C2NC(C2=CC=C(C=C2)C2CCN(CC2)C)=O N-(6-((4-methoxyphenyl)amino)-1H-pyrazolo[3,4-b]pyridin-3-yl)-4-(1-methylpiperidin-4-yl)benzamide